3-(2-isopropoxyphenyl)quinazolin-4(3H)-one C(C)(C)OC1=C(C=CC=C1)N1C=NC2=CC=CC=C2C1=O